ClC1=C(C=CC2=C1C(=N[C@H](C=1N2C(=CN1)C)C)C1=NC=CC=C1F)C(F)(F)F (4S)-7-chloro-6-(3-fluoro-2-pyridyl)-1,4-dimethyl-8-(trifluoromethyl)-4H-imidazo[1,2-a][1,4]benzodiazepine